O1C(OCC1)C=1C=C(C=NC1OC)C1CN(CCC1=O)C(=O)OCC1=CC=CC=C1 benzyl 3-(5-(1,3-dioxolan-2-yl)-6-methoxypyridin-3-yl)-4-oxopiperidine-1-carboxylate